C(C)(C)(C)C1N(CCN(C1=O)C1=CC2=C(N=C(N=C2)NC2=CC=C(C=C2)N2CCN(CC2)C)N(C1=O)C)C(=O)OC(CCl)CN1C(=NC=C1[N+](=O)[O-])C 1-chloro-3-(2-methyl-5-nitro-1H-imidazol-1-yl)propan-2-ol tert-butyl-4-[8-methyl-2-[4-(4-methylpiperazin-1-yl)anilino]-7-oxo-pyrido[2,3-d]pyrimidin-6-yl]-3-oxo-piperazine-1-carboxylate